4-(5,5-dimethyl-2-(6-methylpyridin-2-yl)-6,7-dihydropyrido[2,3-d]pyrimidin-8(5H)-yl)nicotinamide CC1(CCN(C=2N=C(N=CC21)C2=NC(=CC=C2)C)C2=CC=NC=C2C(=O)N)C